2-(7-oxo-2,3-diphenyl-6-(quinolin-6-yl)-4,7-dihydropyrazolo[1,5-a]Pyrimidin-5-yl)acetonitrile O=C1C(=C(NC=2N1N=C(C2C2=CC=CC=C2)C2=CC=CC=C2)CC#N)C=2C=C1C=CC=NC1=CC2